C1(CC1)N1N=C(C=C1)S(=O)(=O)NC(NC1=C2CCCC2=CC(=C1C1=CC=2N(C=C1)N=CC2)F)=O cyclopropyl-N-((6-fluoro-5-(pyrazolo[1,5-a]pyridin-5-yl)-2,3-dihydro-1H-inden-4-yl)carbamoyl)-1H-pyrazole-3-sulfonamide